3-(p-nitrophenyl)propionamide [N+](=O)([O-])C1=CC=C(C=C1)CCC(=O)N